3-(4-isopropyl-2-methylphenyl)propanal C(C)(C)C1=CC(=C(C=C1)CCC=O)C